3-fluoro-2-[4-(3-oxa-6-azabicyclo[3.1.1]hept-6-ylmethyl)piperidin-1-yl]phenylamine FC=1C(=C(C=CC1)N)N1CCC(CC1)CN1C2COCC1C2